C1NCC12CC(C2)CC2=NOC(=N2)C2(CC2)C(F)(F)F 3-(2-azaspiro[3.3]heptane-6-ylmethyl)-5-[1-(trifluoromethyl)cyclopropyl]-1,2,4-oxadiazole